P(=O)(OC1=CC=CC=C1)(OC1=CC=CC=C1)OC1=CC=CC=C1.[Li] lithium triphenyl phosphate